2-(4-(4-((4H-1,2,4-triazol-3-yl)methoxy)-3-fluoro-5-methoxyphenyl)-3-methyl-2-oxo-6-(trifluoromethyl)-2,3-dihydro-1H-benzo[d]imidazol-1-yl)-N-(2-chlorophenyl)acetamide hydrochloride Cl.N=1N=C(NC1)COC1=C(C=C(C=C1OC)C1=CC(=CC=2N(C(N(C21)C)=O)CC(=O)NC2=C(C=CC=C2)Cl)C(F)(F)F)F